FC1=C(C(=C(C=C1)N1CCN(CC1)C(CN1N=C(C=2CCCCC12)C(=O)N1C(CC(CC1)O)(C)C)=O)C)C 1-(4-(4-fluoro-2,3-dimethylphenyl)piperazin-1-yl)-2-(3-(4-hydroxy-2,2-dimethyl-piperidine-1-carbonyl)-4,5,6,7-tetrahydro-1H-indazol-1-yl)ethanone